[(2S)-2,8-dimethyl-2,3-dihydro-1,4-benzoxazin-4-yl]-[3-[3-(2-trimethylsilylethynyl)-1,2,4-triazol-1-yl]phenyl]methanone C[C@@H]1OC2=C(N(C1)C(=O)C1=CC(=CC=C1)N1N=C(N=C1)C#C[Si](C)(C)C)C=CC=C2C